ClC1=CC(=NC(=N1)C)C(=O)NC 6-chloro-N,2-dimethylpyrimidine-4-carboxamide